C[C@@H]1N(CC1)C=1N=C(C2=C(N1)CCC2)C2=C(C=CC=C2)CCC(=O)OC methyl (S)-3-(2-(2-(2-methylazetidin-1-yl)-6,7-dihydro-5H-cyclopenta[d]pyrimidin-4-yl)phenyl)propanoate